4-(4-(1H-pyrrol-1-yl)phenoxy)aniline N1(C=CC=C1)C1=CC=C(OC2=CC=C(N)C=C2)C=C1